Cl.O1OC=CC=C1 dioxainine hydrochloride